methylcyclopentadienyl-ethyl-cyclopentadienyl-magnesium CC=1C(C=CC1)([Mg]CC)C1C=CC=C1